[N+](=O)([O-])C1=CC=C(C(=O)O[C@H]2[C@H](CC[C@H]2OCC2=CC=CC=C2)N=[N+]=[N-])C=C1 |o1:10,11,14| rel-(1S,2S,5R)-2-azido-5-(benzyloxy)cyclopentyl 4-nitrobenzoate